FC=1C=C2C(OC(C2=CC1OC)P(OC)(OC)=O)=O Dimethyl 5-fluoro-6-methoxy-3-oxo-1,3-dihydroisobenzofuran-1-ylphosphonate